9H-fluoren-9-ylmethyl N-[(1S)-1-(tert-butoxymethyl)-2-[[1-[3,3-difluoro-1-[1-(2,2,2-trifluoroethyl)tetrazol-5-yl]propyl]-3-fluoro-pyrazol-4-yl]amino]-2-oxo-ethyl]carbamate C(C)(C)(C)OC[C@@H](C(=O)NC=1C(=NN(C1)C(CC(F)F)C1=NN=NN1CC(F)(F)F)F)NC(OCC1C2=CC=CC=C2C=2C=CC=CC12)=O